4-[4-[[5-[(3R,5R)-3-(tert-butoxycarbonylamino)-5-fluoro-1-piperidyl]pyrazolo[1,5-a]pyrimidine-3-carbonyl]amino]-3-(trifluoromethyl)pyrazol-1-yl]cyclohexanecarboxylic acid C(C)(C)(C)OC(=O)N[C@H]1CN(C[C@@H](C1)F)C1=NC=2N(C=C1)N=CC2C(=O)NC=2C(=NN(C2)C2CCC(CC2)C(=O)O)C(F)(F)F